1-((3R,4S)-4-((5-(1-(2,2-difluoroethyl)-1H-benzo[d][1,2,3]triazol-6-yl)-6-fluoro-4-(methoxy-d3)pyrrolo[2,1-f][1,2,4]triazin-2-yl)amino)-3-fluoropiperidin-1-yl)-2-hydroxyethan-1-one FC(CN1N=NC2=C1C=C(C=C2)C=2C(=CN1N=C(N=C(C12)OC([2H])([2H])[2H])N[C@@H]1[C@@H](CN(CC1)C(CO)=O)F)F)F